2-fluoro-N-(5-fluoro-2-methyl-3-(6-(1,2,3,6-tetrahydropyridin-4-yl)-7-tosyl-7H-pyrrolo[2,3-d]pyrimidin-4-yl)phenyl)-4-(2-hydroxypropan-2-yl)benzamide FC1=C(C(=O)NC2=C(C(=CC(=C2)F)C=2C3=C(N=CN2)N(C(=C3)C=3CCNCC3)S(=O)(=O)C3=CC=C(C)C=C3)C)C=CC(=C1)C(C)(C)O